FC1(CCC(CC1)NC(C(C=1C=NC=CC1)N(C(=O)[C@@H]1N(C[C@@H](C1)O)C(=O)OC(C)(C)C)C1=C(C=C(C=C1)S(F)(F)(F)(F)F)F)=O)F tert-butyl (2R,4R)-2-[[2-[(4,4-difluorocyclohexyl)amino]-2-oxo-1-(3-pyridyl)ethyl]-[2-fluoro-4-(pentafluoro-λ6-sulfanyl)phenyl]carbamoyl]-4-hydroxy-pyrrolidine-1-carboxylate